tert-butyl(1-(8-carbamoyl-6-chloropyrido[3,2-d]pyrimidin-4-yl)-4-fluoropiperidin-3-yl)carbamate C(C)(C)(C)OC(NC1CN(CCC1F)C=1C2=C(N=CN1)C(=CC(=N2)Cl)C(N)=O)=O